1,8-DiisocyanatoOctane N(=C=O)CCCCCCCCN=C=O